Tert-butyl ((1s,4s)-4-((1,3-dioxoisoindolin-2-yl)methyl)cyclohexyl)(methyl)carbamate O=C1N(C(C2=CC=CC=C12)=O)CC1CCC(CC1)N(C(OC(C)(C)C)=O)C